Thiophene-2-yl-boronic acid S1C(=CC=C1)B(O)O